N-(4-ethynylphenyl)-4-methylthiazole-5-formamide C(#C)C1=CC=C(C=C1)NC(=O)C1=C(N=CS1)C